acetic acid (4-tert-butylcyclohexyl) ester C(C)(C)(C)C1CCC(CC1)OC(C)=O